CN([C@H]([C@H](C)NC1=NC(=NC2=CC(=C(C=C12)OC)C#CCN1CCCC1)N1CCCC1)O)C (1S,2S)-1-(dimethylamino)-2-((6-methoxy-2-(pyrrolidin-1-yl)-7-(3-(pyrrolidin-1-yl)prop-1-yn-1-yl)quinazolin-4-yl)amino)propan-1-ol